BrC1=CSC=2N(C(=CC12)C1=NOC(=N1)CNC(=O)C=1C=NN(C1)C(C)(C)C)CC(F)(F)F N-[(3-{4-Bromo-8-(2,2,2-trifluoroethyl)-2-thia-8-azabicyclo[3.3.0]octa-1(5),3,6-trien-7-yl}-1,2,4-oxadiazol-5-yl)methyl]-1-(tert-butyl)-4-pyrazolecarboxamide